2-((2S,5S,6R)-5-hydroxy-6-((E)-2-iodovinyl)-4-methylenetetrahydro-2H-pyran-2-yl)acetic acid O[C@H]1C(C[C@H](O[C@@H]1\C=C\I)CC(=O)O)=C